ClC=1C=CC(=NC1)C1=CN=C(O1)NC=1C=CC(=NC1)C(N)=NO 5-((5-(5-chloropyridin-2-yl)oxazol-2-yl)amino)-N'-hydroxypicolinimidamide